7-[(4,4-difluorocyclohexyl)sulfonylamino]-2-azaspiro[3.5]nonane-2-carboxylic acid tert-butyl ester C(C)(C)(C)OC(=O)N1CC2(C1)CCC(CC2)NS(=O)(=O)C2CCC(CC2)(F)F